C1(=C(C=CC=C1)C#CC1=NNC2=CC=C(C=C12)C(=O)N1CC(CC1)O)C1=CC=CC=C1 (3-([1,1'-biphenyl]-2-ylethynyl)-1H-indazol-5-yl)(3-hydroxypyrrolidin-1-yl)methanone